FC=1C=C(C=CC1F)[C@@H]1N(OCC1)C1=CC(=NC=N1)NC=1C(=CC(=C(C1)NC(C=C)=O)N1C[C@@H](CC1)N(C)C)OC N-(5-((6-((R)-3-(3,4-difluorophenyl)isoxazolidine-2-yl)pyrimidine-4-yl)amino)-2-((R)-3-(dimethylamino)pyrrolidine-1-yl)-4-methoxyphenyl)acrylamide